(5,7-dibromo-3-methyl-2,3-dihydrofuro[2,3-c]pyridin-3-yl)methanol BrC=1C=C2C(=C(N1)Br)OCC2(C)CO